FC1=C(C=C(C(=C1[N+](=O)[O-])C)F)/C(=N/O)/NC(=O)[C@H]1CN(CCC1)C(=O)OC methyl (R,Z)-3-(((2,5-difluoro-4-methyl-3-nitrophenyl)(hydroxyimino)methyl)carbamoyl)piperidine-1-carboxylate